N-(5-((6-((R)-3-(4-chloro-3-fluorophenyl)isoxazolidine-2-yl)pyrimidine-4-yl)amino)-4-methoxy-2-(4-(4-(oxetane-3-yl)piperazine-1-yl)piperidine-1-yl)phenyl)acrylamide ClC1=C(C=C(C=C1)[C@@H]1N(OCC1)C1=CC(=NC=N1)NC=1C(=CC(=C(C1)NC(C=C)=O)N1CCC(CC1)N1CCN(CC1)C1COC1)OC)F